FC1=C(C=C(C(=C1)C)C1=CC2=C(N=C(N=C2)NC)N=C1C)NC(=O)N1C[C@@H](OCC1)CC(F)(F)F (S)-N-(2-fluoro-4-methyl-5-(7-methyl-2-(methylamino)pyrido[2,3-d]pyrimidin-6-yl)phenyl)-2-(2,2,2-trifluoroethyl)morpholine-4-carboxamide